3-(1-cyclopentyl-1H-benzo[d][1,2,3]triazol-5-yl)-5-(4-isopropoxy-3-(trifluoromethyl)phenyl)-1,2,4-oxadiazole C1(CCCC1)N1N=NC2=C1C=CC(=C2)C2=NOC(=N2)C2=CC(=C(C=C2)OC(C)C)C(F)(F)F